(S)-1-((2S,4R)-2-(benzo[d]thiazol-2-yl)-4-hydroxypyrrolidin-1-yl)-2-cyclohexyl-2-(4-cyclopropyl-1H-1,2,3-triazol-1-yl)ethanone S1C(=NC2=C1C=CC=C2)[C@H]2N(C[C@@H](C2)O)C([C@@H](N2N=NC(=C2)C2CC2)C2CCCCC2)=O